aluminum-iron phosphorus [P].[Fe].[Al]